C1(CCCC1)N1C(N(CC2=C1N=C(N=C2)N[C@H]2[C@H](COC2)NC(C=C)=O)C2=C(C(=CC(=C2Cl)OC)OC)Cl)=S N-((3R,4S)-4-((8-cyclopentyl-6-(2,6-dichloro-3,5-dimethoxyphenyl)-7-thioxo-5,6,7,8-tetrahydropyrimido[4,5-d]pyrimidin-2-yl)amino)tetrahydrofuran-3-yl)acrylamide